tert-butyl 4-[(methylsulfonyloxy)methyl]piperidine-1-carboxylate CS(=O)(=O)OCC1CCN(CC1)C(=O)OC(C)(C)C